NC1=C(C=C(C=N1)C=1C=C2N(N1)CC[C@]21CN(CC1)C(=O)NC(C)(C)C1=C(C=NC=C1)Cl)C#N (3R)-2'-(6-amino-5-cyanopyridin-3-yl)-N-[2-(3-chloropyridin-4-yl)propan-2-yl]-5',6'-dihydrospiro[pyrrolidine-3,4'-pyrrolo[1,2-b]pyrazole]-1-carboxamide